FC(C(O)C=1C=C(C2=C(N=C(O2)N2CC3N(C(C2)C3)C(=O)OC(C)(C)C)C1OC(F)(F)F)C=1SC=CN1)F tert-Butyl 3-(5-(2,2-difluoro-1-hydroxyethyl)-7-(thiazol-2-yl)-4-(trifluoromethoxy)benzo[d]oxazol-2-yl)-3,6-diazabicyclo[3.1.1]heptane-6-carboxylate